{4-[3-Isobutoxy-5-(3-morpholin-4-yl-prop-1-ynyl)-phenylsulfanyl]-2-methyl-phenoxy}-acetic acid C(C(C)C)OC=1C=C(C=C(C1)C#CCN1CCOCC1)SC1=CC(=C(OCC(=O)O)C=C1)C